[O-2].[Al+3].[Ti+4].[Zn+2].[Ni+2].[Co+2] cobalt-nickel-zinc-titanium-aluminum oxide